FC([C@@H]1[C@H](C1)C(=O)O)F (1S,2S)-2-(difluoromethyl)cyclopropanecarboxylic acid